ClC1=C(C=CC=C1Cl)C1=CC=NC=2N1N=C(C2C2=NC=1C(=NC=C(C1)C(F)(F)F)N2C)SCC 2-(7-(2,3-dichlorophenyl)-2-(ethylsulfanyl)pyrazolo[1,5-a]pyrimidin-3-yl)-3-methyl-6-(trifluoromethyl)-3H-imidazo[4,5-b]pyridine